1-(2-aminophenyl)-N4-((1-benzylpiperidin-4-yl)methyl)terephthalamide NC1=C(C=CC=C1)C1(C(=O)N)CC=C(C(=O)NCC2CCN(CC2)CC2=CC=CC=C2)C=C1